4-(4-Methoxypyrrolidin-3-yl)-1,4-oxazepane COC1C(CNC1)N1CCOCCC1